C1([C@H](O)[C@@H](O)[C@@H](O)[C@H](O1)CO)[C@]([C@H](C=O)O)(O)[C@@H](O)[C@H](O)CO 3-galactosyl-galactose